CC=1C=C(C=CC1C)C=1C2=C(C(N(C1)C)=O)N(C=C2)S(=O)(=O)C2=CC=C(C)C=C2 4-(3,4-dimethylphenyl)-6-methyl-1-tosyl-1,6-dihydro-7H-pyrrolo[2,3-c]pyridin-7-one